COC(=O)C1=NC(=C(C=C1F)Br)N=CN(C)C.ClC1=NN(C=C1N(C(CCS(=O)CCC(F)(F)F)=O)CC)C=1C=NC=CC1 N-[3-chloro-1-(pyridin-3-yl)-1H-pyrazol-4-yl]-N-ethyl-3-(3,3,3-trifluoropropanesulphinyl)propanamide methyl-5-bromo-6-(((dimethylamino)methylidene)amino)-3-fluoropyridine-2-carboxylate